NC1=C(C(=NN1C1CCCC1)C1=C(C(=C(C=C1)Cl)F)F)C#N 5-amino-3-(4-chloro-2,3-difluoro-phenyl)-1-cyclopentyl-1H-pyrazole-4-carbonitrile